1,2,5-trithiane S1SCCSC1